COC1=CC=C(C=N1)C(CC)=O (6-methoxypyridin-3-yl)propan-1-one